1-(1-{[1-(1,3-thiazol-4-ylcarbonyl)-4-piperidinyl]methyl}-1H-1,2,3-triazol-4-yl)ethanol S1C=NC(=C1)C(=O)N1CCC(CC1)CN1N=NC(=C1)C(C)O